N-methyl-4-({4-[({3-[methyl(methylsulfonyl)amino]pyridin-2-yl}methyl)amino]-5-(trifluoromethyl)pyrimidin-2-yl}amino)benzamide CNC(C1=CC=C(C=C1)NC1=NC=C(C(=N1)NCC1=NC=CC=C1N(S(=O)(=O)C)C)C(F)(F)F)=O